S(=O)(=O)(ON1[C@@H]2CC[C@H](N(C1=O)C2)C(C(F)(F)F)O)[O-].[Na+] Sodium (2S,5R)-7-oxo-2-(2,2,2-trifluoro-1-hydroxyethyl)-1,6-diazabicyclo[3.2.1]octan-6-yl sulfate